N[C@@H](C)C(=O)[O-].[Na+] sodium alaninate